C1C(CC2=CC=CC=C12)NC(=O)C=1OC=CC1 N-(2,3-dihydro-1H-inden-2-yl)furan-2-carboxamide